C(C1=CC=CC=C1)SC=1C=C2C(=NC(=NC2=C(C1)F)C(F)(F)F)C=1N=NN(C1)C[Si](C)(C)C 6-(benzylthio)-8-fluoro-2-(trifluoromethyl)-4-(1-((trimethylsilyl)methyl)-1H-1,2,3-triazol-4-yl)quinazoline